COCCOCCOCCOCC(=O)N[C@@H](CC1=CNC=N1)C(=O)OC methyl (2,5,8,11-tetraoxatridecan-13-oyl)-L-histidinate